tert-butyl (4-(6-(6-(2-(ethyl(isopropyl)carbamoyl)-4-fluorophenoxy)-1,2,4-triazin-5-yl)-2,6-diazaspiro[3.4]octan-2-yl)-5-methylhexyl)carbamate C(C)N(C(=O)C1=C(OC2=C(N=CN=N2)N2CC3(CN(C3)C(CCCNC(OC(C)(C)C)=O)C(C)C)CC2)C=CC(=C1)F)C(C)C